2,2-Dimethyl-N-(6-(1-methyl-1H-pyrazol-4-yl)pyridin-2-yl)-6-((1-methylpyrrolidin-3-yl)oxy)-2,3-dihydrofuro[2,3-b]pyridine-5-carboxamide CC1(CC=2C(=NC(=C(C2)C(=O)NC2=NC(=CC=C2)C=2C=NN(C2)C)OC2CN(CC2)C)O1)C